((3R,4R)-4-(((6-(cyclopropyl(4-(difluoromethoxy)benzyl)amino)-5-fluoropyrimidin-4-yl)amino)methyl)-3-hydroxypiperidin-1-yl)acetamide C1(CC1)N(C1=C(C(=NC=N1)NC[C@@H]1[C@H](CN(CC1)CC(=O)N)O)F)CC1=CC=C(C=C1)OC(F)F